ClC=1C=C(C(=NC1)OC)S(=O)(=O)NC1=NC=CC(=C1F)C1=CC=C2C=C(N=CC2=C1F)NC 5-chloro-N-{3-fluoro-4-[8-fluoro-3-(methylamino)isoquinolin-7-yl]pyridin-2-yl}-2-methoxypyridine-3-sulfonamide